2-fluoro-4-(6-(methyl(7H-pyrrolo[2,3-d]pyrimidin-4-yl)amino)-2-azaspiro[3.3]heptane-2-carbonyl)benzonitrile FC1=C(C#N)C=CC(=C1)C(=O)N1CC2(C1)CC(C2)N(C=2C1=C(N=CN2)NC=C1)C